F[C@H]1CN(CC[C@H]1NC1=C2C=C(N(C2=CC=C1)CC(F)(F)F)C#CCNC1=C(C=C(C(=O)O)C=C1)OC)CCOC 4-{[3-(4-{[(3S,4R)-3-fluoro-1-(2-methoxyethyl)piperidin-4-yl]amino}-1-(2,2,2-trifluoroethyl)-1H-indol-2-yl)prop-2-yn-1-yl]amino}-3-methoxybenzoic acid